7-(4-chlorobenzyl)-8-(3-(cyclopropylmethoxy)but-1-yn-1-yl)-1-(3-hydroxypropyl)-3-methyl-3,7-dihydro-1H-purine-2,6-dione ClC1=CC=C(CN2C(=NC=3N(C(N(C(C23)=O)CCCO)=O)C)C#CC(C)OCC2CC2)C=C1